(5Z)-2-(Cycloheptylamino)-3-methyl-5-(quinolin-6-ylmethylene)imidazol-4-one C1(CCCCCC1)NC1=N\C(\C(N1C)=O)=C/C=1C=C2C=CC=NC2=CC1